diphenyl-(4-t-butylphenyl)sulfonium p-toluenesulfonate CC1=CC=C(C=C1)S(=O)(=O)[O-].C1(=CC=CC=C1)[S+](C1=CC=C(C=C1)C(C)(C)C)C1=CC=CC=C1